CC=1N(C=CN1)CN1C(C2=CC=CC=C2CC1)=O ((2-methyl-1H-imidazol-1-yl)methyl)-3,4-dihydroisoquinolin-1(2H)-one